C1=NC=CC2=C(C=CC=C12)CC(=O)O 2-(isoquinolin-5-yl)acetic acid